C(C)(C)(C)OC(=O)N1CCC(CC1)=CC(=O)O 2-(1-(tert-Butoxycarbonyl)piperidin-4-ylidene)acetic acid